tert-Butyl 3-[2,2-difluoro-2-[4-(trifluoromethyl)phenyl]ethyl]azetidine-1-carboxylate FC(CC1CN(C1)C(=O)OC(C)(C)C)(C1=CC=C(C=C1)C(F)(F)F)F